N-{[2-fluoro-5-(trifluoromethyl)phenyl]methyl}-5-[2-(2-hydroxyacetamido)imidazo[1,2-b]pyridazin-6-yl]-2-methylpyridine-3-carboxamide FC1=C(C=C(C=C1)C(F)(F)F)CNC(=O)C=1C(=NC=C(C1)C=1C=CC=2N(N1)C=C(N2)NC(CO)=O)C